tert-butyl (S)-(1-((1-(4-ethynylphenyl)-2-methylpropan-2-yl)amino)-1-oxopropan-2-yl)carbamate C(#C)C1=CC=C(C=C1)CC(C)(C)NC([C@H](C)NC(OC(C)(C)C)=O)=O